(S)-1-(3-Fluoro-4-methyl-benzenesulfonyl)-pyrrolidine-2-carboxylic acid (4-chloro-benzyl)-(4,4-difluoro-cyclohexyl)-amide ClC1=CC=C(CN(C(=O)[C@H]2N(CCC2)S(=O)(=O)C2=CC(=C(C=C2)C)F)C2CCC(CC2)(F)F)C=C1